(S)-5-amino-N-(cyclopropylmethyl)-8-methyl-N-(6-(trifluoromethyl)-2,3-dihydrobenzofuran-3-yl)benzo[c][2,6]naphthyridin-9-carboxamide NC1=NC2=C(C3=CN=CC=C13)C=C(C(=C2)C)C(=O)N([C@@H]2COC1=C2C=CC(=C1)C(F)(F)F)CC1CC1